C1(CC1)N1C(C2=C(C=3N=CC=CC3N2C[C@H]1CO)C1=CC(=C(C=C1)F)F)=O (12S)-11-cyclopropyl-8-(3,4-difluorophenyl)-12-(hydroxymethyl)-1,6,11-triazatricyclo[7.4.0.02,7]trideca-2(7),3,5,8-tetraen-10-one